N-(5,6-difluoro-1H-indol-3-yl)-5,6,7,8-tetrahydro-naphthalene-2-sulfonamide FC=1C=C2C(=CNC2=CC1F)NS(=O)(=O)C1=CC=2CCCCC2C=C1